OC1=C(C=CC=C1)S(=O)(=O)Cl Hydroxybenzen-1-sulfonyl chloride